C(#N)C=1C=C(C(=O)OCCCC)C=CC1 butyl m-cyanobenzoate